C(=O)(O)CN(CCN(CCC(=O)O)CCC(=O)O)CC(=O)O N-[2-[bis(carboxymethyl)amino]ethyl]-N-(2-carboxyethyl)-β-Alanine